NC=1C=C(C=NC1)NC1=NC(=NC=C1C1=CC=C(C=C1)C(F)(F)F)NC=1C=NN(C1)C N4-(5-aminopyridin-3-yl)-N2-(1-methyl-1H-pyrazol-4-yl)-5-(4-(trifluoromethyl)phenyl)pyrimidine-2,4-diamine